C1(CC1)OC=1N=CC(=C2C=C(N=CC12)NC1=CC=C2C(=N1)CC(OC2=O)(C)C)C(C)(C)NCCO 2-((8-Cyclopropoxy-5-(2-((2-hydroxyethyl)amino)propan-2-yl)-2,7-naphthyridin-3-yl)amino)-7,7-dimethyl-7,8-dihydro-5H-pyrano[4,3-b]pyridin-5-one